ClC1=C(C(=NN1C1=CC=CC=C1)C1=NOC(=C1)C)C=O 5-Chloro-3-(5-methylisoxazol-3-yl)-1-phenyl-1H-pyrazole-4-carbaldehyde